1,1-Dicyclopropyl-4-methyl-octadecan-1-ol C1(CC1)C(CCC(CCCCCCCCCCCCCC)C)(O)C1CC1